4-hexoylbenzoic acid C(CCCCC)(=O)C1=CC=C(C(=O)O)C=C1